CC1=CC2=C(C(N3[C@@H](CO2)C[C@@H](C3)OC3=CC=C2CCC(NC2=C3)=O)=O)C(=C1)C=1SC=CC1 [2S,11aR]-8-methyl-2-((2-oxo-1,2,3,4-tetrahydroquinolin-7-yl)oxy)-6-(thiophen-2-yl)-2,3,11,11a-tetrahydro-1H,5H-benzo[f]pyrrolo[2,1-c][1,4]oxazepin-5-one